FC1=C(C=CC=C1)[C@H]([C@@H](OS(=O)(=O)C)[C@@H]1N(CCC1)C(=O)OC(C)(C)C)C1=CC=CC=C1 tert-butyl (R)-2-((1R,2R)-2-(2-fluorophenyl)-1-((methylsulfonyl)oxy)-2-phenylethyl)pyrrolidine-1-carboxylate